C(C)(=O)N1[C@H](CN(C[C@@H]1C(F)(F)F)C(=O)OC(C)(C)C)C1=CC(=NC(=C1)Cl)Br (3S,5R)-tertbutyl 4-acetyl-3-(2-bromo-6-chloropyridin-4-yl)-5-(trifluoromethyl)piperazine-1-carboxylate